BrC=C(C1=C(C=CC(=C1)C)OCOC)C1=CC=C(C=C1)C 2-bromo-1-(4-methylphenyl)-1-(2-methoxymethoxy-5-methylphenyl)-ethene